2-(o-methoxyphenyl)-4-phenyl-2-(phenylethynyl)-2H-chromene COC1=C(C=CC=C1)C1(OC2=CC=CC=C2C(=C1)C1=CC=CC=C1)C#CC1=CC=CC=C1